2-isopropyl-3-methylcyclopent-2-enone C(C)(C)C=1C(CCC1C)=O